Ethyl 7-methyl-1-(4-(morpholinomethyl)phenyl)-1,4-dihydrothiochromeno[4,3-c]pyrazole-3-carboxylate 5,5-dioxide CC=1C=CC2=C(C1)S(CC1=C2N(N=C1C(=O)OCC)C1=CC=C(C=C1)CN1CCOCC1)(=O)=O